C(=O)(OC(\C=C\C1=CC(O)=C(O)C=C1)=O)C(O)C(O)C(=O)OC(\C=C\C1=CC(O)=C(O)C=C1)=O dicaffeoyl tartrate